C1(CC1)C=1N=NN(C1)[C@H](C(=O)N1[C@@H](C[C@H](C1)O)C(=O)NCCN1C(COCC1)=O)C(C)(C)C (2S,4R)-1-[(2S)-2-(4-cyclopropyltriazol-1-yl)-3,3-dimethyl-butanoyl]-4-hydroxy-N-[2-(3-oxomorpholin-4-yl)ethyl]pyrrolidine-2-carboxamide